FC1(CN(CC1)C(=O)C=1C=NC=C(C1N1C[C@](CC1)(N)C)C1=NC2=C(N1)C=CC=C2C)F (3S)-1-[3-(3,3-difluoropyrrolidine-1-carbonyl)-5-(4-methyl-1H-1,3-benzodiazol-2-yl)pyridin-4-yl]-3-methylpyrrolidin-3-amine